1-nonadecanoyl-2-(8Z,11Z,14Z-eicosatrienoyl)-glycero-3-phosphocholine CCCCCCCCCCCCCCCCCCC(=O)OC[C@H](COP(=O)([O-])OCC[N+](C)(C)C)OC(=O)CCCCCC/C=C\C/C=C\C/C=C\CCCCC